2,4,6-trimethoxybenzoic acid COC1=C(C(=O)O)C(=CC(=C1)OC)OC